C1(=CC=CC=C1)C=1C(=NC=CC1)C(=O)OC(\C=C\C1=CC=C(C=C1)N(CC)CC)=O (E)-2-(3-(4-(diethylamino) phenyl) acryloyl) phenylpicolinate